4-(4-(1H-pyrazol-4-yl)phenoxy)-1H-1,2,3-triazole-5-carboxylic acid methyl ester COC(=O)C1=C(N=NN1)OC1=CC=C(C=C1)C=1C=NNC1